ClC=1C(=NC(=NC1)NC1=C(C(=CC(=C1)C1CC1)CN1C[C@H](N[C@H](C1)C)C)O)C1=CNC2=CC(=CC=C12)C 2-((5-chloro-4-(6-methyl-1H-indole-3-yl)pyrimidine-2-yl)amino)-4-cyclopropyl-6-(((3R,5S)-3,5-dimethylpiperazine-1-yl)methyl)phenol